CN1C(=CC=C1)C(=O)N methyl-1H-pyrrole-2-carboxamide